C(C)C(COP([O-])(=O)CC(CCCC)CC)CCCC.[Nd+3].C(C)C(COP([O-])(=O)CC(CCCC)CC)CCCC.C(C)C(COP([O-])(=O)CC(CCCC)CC)CCCC neodymium (2-ethylhexyl)(2-ethylhexyl)phosphonate